[Mo].C1(CCCC1)N1CCN(CC1)C1CCN(CC1)C1=C(C=C(C(=C1)OC)NC1=NC=NC(=C1)N1OCC[C@@H]1C1=CC=CC=C1)NC(C=C)=O N-(2-(4-(4-cyclopentylpiperazine-1-yl)piperidine-1-yl)-4-methoxy-5-((6-((R)-3-phenylisoxazolidine-2-yl)pyrimidine-4-yl)amino)phenyl)acrylamide molybdenum